[Cu].[Pd] Palladium-copper